OCCC[NH-] hydroxypropyl-amide